Benzyl 4-((4-(2-((tert-butoxycarbonyl)amino)ethoxy)phenyl)(phenyl)methylene)piperidine-1-carboxylate C(C)(C)(C)OC(=O)NCCOC1=CC=C(C=C1)C(=C1CCN(CC1)C(=O)OCC1=CC=CC=C1)C1=CC=CC=C1